tert-butyl 3-chloro-2-((4-cyano-2-fluorobenzyl)oxy)-5,8-dihydro-1,7-naphthyridine-7(6H)-carboxylate ClC=1C(=NC=2CN(CCC2C1)C(=O)OC(C)(C)C)OCC1=C(C=C(C=C1)C#N)F